O1CCN(CC1)C(C(C([2H])([2H])[2H])([2H])[2H])=O 1-morpholinopropan-1-one-2,2,3,3,3-d5